O=C1CC2C(CN(C2)C(=O)OCC2=CC=CC=C2)C1 benzyl 5-oxo-1,3,3a,4,6,6a-hexahydrocyclopenta[c]pyrrole-2-carboxylate